3-dimethylaminopropylacrylamide CN(CCCC(C(=O)N)=C)C